Chlorophenylglycerol ClC(O)(C(O)CO)C1=CC=CC=C1